C(#N)N1CC2=C(C=C(C=C2C1)CC(=O)N(C)C)C1=CC=CC=C1 2-(2-cyano-7-phenylisoindolin-5-yl)-N,N-dimethylacetamide